C(CC)P(=O)(CCC)C1=CC2=C(N=C(N=C2N[C@H](C)C=2C(=C(C=CC2)C(C(C)(O)C)(F)F)F)C)N=C1 1-[3-[(1R)-1-[(6-dipropylphosphoryl-2-methyl-pyrido[2,3-d]pyrimidin-4-yl)amino]ethyl]-2-fluoro-phenyl]-1,1-difluoro-2-methyl-propan-2-ol